C(C)(C)(C)OC(=O)N1CC(C1)NC1=C(C(=O)O)C=CC(=C1)N1C=CC=2C1=NC(=CN2)C2=CC(=CC(=C2)C)C 2-[(1-tert-butoxycarbonylazetidin-3-yl)amino]-4-[3-(3,5-dimethylphenyl)pyrrolo[2,3-b]pyrazin-5-yl]benzoic acid